(4-(2-((3-amino-6-(2-hydroxyphenyl)pyridazin-4-yl)oxy)ethyl)phenyl)(3,8-diazabicyclo[3.2.1]octan-3-yl)methanone NC=1N=NC(=CC1OCCC1=CC=C(C=C1)C(=O)N1CC2CCC(C1)N2)C2=C(C=CC=C2)O